BrC=1C=CC(=C2C=C(N=CC12)Cl)C(C#N)C 2-(8-bromo-3-chloroisoquinolin-5-yl)propionitrile